tert-butyl (R)-(1-(methoxy(methyl)amino)-3-methyl-1-oxobutan-2-yl)carbamate CON(C([C@@H](C(C)C)NC(OC(C)(C)C)=O)=O)C